ClC(C(=O)N(NC(=O)C=1C(=NC=CN1)C(C)NC(C1=CC(=CC(=C1)C(F)(F)F)C(F)(F)F)=O)C)C N-(1-(3-(2-(2-chloropropanoyl)-2-methylhydrazine-1-carbonyl)pyrazin-2-yl)ethyl)-3,5-bis(trifluoromethyl)benzamide